C[Si](CCCN=C=O)(OCC)OCC γ-methyldiethoxysilylpropyl isocyanate